C(C)N1C[C@@H](C[C@H](C1)OC)OC=1C=C2CN(C(C2=CC1)=O)C1C(NC(CC1)=O)=O 3-(5-(((3r,5r)-1-ethyl-5-methoxypiperidin-3-yl)oxy)-1-oxoisoindolin-2-yl)piperidine-2,6-dione